5-tert-butyl-N-[[4-[3-(3,6-diazabicyclo[3.2.1]oct-3-yl)-4-pyridinyl]-2-methyl-phenyl]methyl]isoxazole-3-carboxamide C(C)(C)(C)C1=CC(=NO1)C(=O)NCC1=C(C=C(C=C1)C1=C(C=NC=C1)N1CC2CNC(C1)C2)C